1-vinyl-3-butylimidazolium chloride salt [Cl-].C(=C)N1C=[N+](C=C1)CCCC